ClCCCCCCCCCCC/C=C/CCO (3E)-15-chloro-3-pentadecen-1-ol